4-[(4R,10bS)-8-(3-amino-3-methyl-azetidin-1-yl)-4-methyl-3,4,6,10b-tetrahydro-1H-pyrazino[2,1-a]isoindol-2-yl]-1-methyl-1,8-naphthyridin-2-one NC1(CN(C1)C=1C=C2CN3[C@@H](C2=CC1)CN(C[C@H]3C)C3=CC(N(C1=NC=CC=C31)C)=O)C